FC1=C(OC2C[C@@H]3[C@@H](CN(C3)C[C@H](C3=CC=C(C=C3)O)O)C2)C=CC(=C1)F (3ar,5r,6as)-5-(2,4-difluorophenoxy)-2-((S)-2-hydroxy-2-(4-hydroxyphenyl)ethyl)hexahydrocyclopenta[c]pyrrol